4-[(2,3-Diiodophenoxypropylsulfanyl)methyl]1,3-dihydroimidazol-2-one IC1=C(OCCCSCC=2NC(NC2)=O)C=CC=C1I